p-fluorobenzene ditelluride FC12C(C3C(C=C1)[Te]3)[Te]2